(S)-3-(((1-benzylcyclohexyl)methyl)amino)-4-oxo-4,6,7,8-tetrahydropyrrolo[1,2-a]pyrazine-6-carboxylic acid C(C1=CC=CC=C1)C1(CCCCC1)CNC1=NC=C2N(C1=O)[C@@H](CC2)C(=O)O